IC=1C=NC2=CC(=NC(=C2C1)OC1CCC(CC1)NC1=NC=C(C=N1)C(F)(F)F)N1CCOCC1 N-[4-[(3-Iodo-7-morpholino-1,6-naphthyridin-5-yl)oxy]cyclohexyl]-5-(trifluoromethyl)pyrimidin-2-amine